NC1=C(C(=NC=N1)OC1=CC(=C(C=C1)NC(=O)NC1=CC(=NN1C1=CC(=C(C=C1)OC)F)C(C)(C)C)F)C#N 1-(4-((6-amino-5-cyanopyrimidin-4-yl)oxy)-2-fluorophenyl)-3-(3-(tert-butyl)-1-(3-fluoro-4-methoxyphenyl)-1H-pyrazol-5-yl)urea